ethyl 4-methyl-1H-imidazole-2-carboxylate CC=1N=C(NC1)C(=O)OCC